CN(C(O[C@@H]1N(CCC1)C1=NC(=CC=C1NC(CN1CCC(CC1)C)=O)NC=1C=C2C=NNC2=CC1)=O)C1CCNCC1 (S)-{1-{6-[(1H-indazol-5-yl) amino]-3-[2-(4-methylpiperidin-1-yl) acetamido] pyridin-2-yl} pyrrolidin-2-yl} methylpiperidin-4-ylcarbamate